8'-Bromo-7'-fluoro-3'-methyl-3-(pyridin-4-yl)spiro[cyclobutane-1,1'-pyrrolo[2,3-c]quinolin]-2'(3'H)-one BrC1=CC=2C3=C(C=NC2C=C1F)N(C(C31CC(C1)C1=CC=NC=C1)=O)C